NC1=C2C(=NC=N1)N(N=C2C2=CC=C(C=C2)CNC(C2=C(C=CC(=C2)F)OC)=O)C2C(CCCC2)CN(C(=O)N2N=CN=C2)C N-((2-(4-amino-3-(4-((5-fluoro-2-methoxybenzamido)methyl)phenyl)-1H-pyrazolo[3,4-d]pyrimidin-1-yl)cyclohexyl)methyl)-N-methyl-1H-1,2,4-triazole-1-carboxamide